4-(2-(Cyclopropanesulfonamido)pyrimidin-4-yl)-N-(5-(6-ethoxypyrazin-2-yl)pyridin-2-yl)-1-(2-methoxyacetyl)piperidine-4-carboxamide C1(CC1)S(=O)(=O)NC1=NC=CC(=N1)C1(CCN(CC1)C(COC)=O)C(=O)NC1=NC=C(C=C1)C1=NC(=CN=C1)OCC